(S)-(4-(4-fluorobenzo[d]thiazol-2-yl)-6,7-dihydro-1H-imidazo[4,5-c]pyridin-5(4H)-yl)(2-(2-fluoropropan-2-yl)oxazol-5-yl)methanone FC1=CC=CC2=C1N=C(S2)[C@H]2N(CCC1=C2N=CN1)C(=O)C1=CN=C(O1)C(C)(C)F